(3R)-N-(((2S,5R)-6-hydroxy-7-oxo-1,6-diazabicyclo[3.2.1]oct-2-yl)(imino)methyl)-1-methylpiperidine-3-carboxamide ON1[C@@H]2CC[C@H](N(C1=O)C2)C(NC(=O)[C@H]2CN(CCC2)C)=N